(2R,3R,3aR,11aS)-3-[(1E,3ξ)-3-(1-butylcyclopropyl)-3-hydroxy-1-propen-1-yl]-2-hydroxy-1,2,3,3a,4,5,6,11a-octahydrobenzo[b]cyclopenta[g]oxocine-9-carboxylic acid C(CCC)C1(CC1)C(/C=C/[C@H]1[C@@H](C[C@H]2[C@@H]1CCCC1=C(O2)C=C(C=C1)C(=O)O)O)O